(2,3-difluoro-4-methyl-5-nitro-phenyl)methanol FC1=C(C=C(C(=C1F)C)[N+](=O)[O-])CO